2-(1-(1H-imidazole-1-carbonyl)piperidin-4-ylidene)-2-(4-(trifluoromethoxy)phenyl)acetonitrile N1(C=NC=C1)C(=O)N1CCC(CC1)=C(C#N)C1=CC=C(C=C1)OC(F)(F)F